10-hydroxy-[1-decanal] OCCCCCCCCCC=O